C(CC)OC=1C=C(C=2N(C1)N=CC2C#N)C=2C=NC(=CC2)N2CCN(CC2)CC2=NC=CC=N2 6-propoxy-4-(6-(4-(pyrimidin-2-ylmethyl)piperazin-1-yl)pyridin-3-yl)pyrazolo[1,5-a]pyridine-3-carbonitrile